(R)-6-[[1-[3-[(2,2-Difluoro-1,3-benzodioxol-5-yl)-methyl-carbamoyl]phenyl]-3-(trifluoromethyl)-4,5,6,7-tetrahydroindazol-7-yl]oxy]pyridin FC1(OC2=C(O1)C=CC(=C2)N(C(=O)C=2C=C(C=CC2)N2N=C(C=1CCC[C@H](C21)OC2=CC=CC=N2)C(F)(F)F)C)F